C1(=CC=CC=C1)N1C=NC2=C1C=C(C(=C2)C#N)C#N 1-phenyl-1H-benzo[d]imidazole-5,6-dicarbonitrile